C(C1=CC=CC=C1)C(C(=O)C1=CC=C(C=C1)N1CCOCC1)(CC)N(C)C 2-benzyl-2-(dimethylamino)-4'-Morpholinobutyrophenone